(E)-2-(4-(6-chloro-benzothiazol-2-yl)-2-fluorophenoxymethyl)-3-fluoroallylamine trifluoroacetate FC(C(=O)O)(F)F.ClC1=CC2=C(N=C(S2)C2=CC(=C(OC\C(\CN)=C\F)C=C2)F)C=C1